4-([[(2R)-1,4-dioxan-2-yl]methyl]amino)-3-nitrobenzene-1-sulfonamide O1[C@@H](COCC1)CNC1=C(C=C(C=C1)S(=O)(=O)N)[N+](=O)[O-]